5-(4-chloro-2-fluorophenyl)-2,3-dimethyl-7-((3S)-3-(4-pyridinyl)-1-piperidinyl)pyrido[4,3-d]pyrimidin-4(3H)-one ClC1=CC(=C(C=C1)C1=NC(=CC=2N=C(N(C(C21)=O)C)C)N2C[C@@H](CCC2)C2=CC=NC=C2)F